OC(C)(C)[C@@H]1CC[C@H](CC1)NC(C1=CC=CC=C1)=O N-[trans-4-(2-hydroxypropan-2-yl)cyclohexyl]benzamide